CN(C1C(=C(C([C@]2(C(=C3C(C4=C(C=CC(=C4C[C@H]3C[C@@H]12)N(C)C)OCCC)=O)O)O)=O)C(=O)N)O)C (4aS,5aR,12aS)-4,7-Bis(dimethylamino)-3,12,12a-trihydroxy-1,11-dioxo-10-propoxy-4,4a,5,5a,6,12a-hexahydro-2-naphthacenecarboxamide